ClC1=CC=C(C=C1)[C@@H]1N(C(CC2=CC(=C(C=C12)OC(C)C)OC)=O)C=1C=NC(=CC1)N(C[C@@H]1CC[C@H](CC1)N1CC(N(CC1)C)=O)C (S)-1-(4-Chloro-phenyl)-7-isopropoxy-6-methoxy-2-(6-{methyl[4-(4-methyl-3-oxo-piperazin-1-yl)-trans-cyclohexylmethyl]-amino}-pyridin-3-yl)-1,4-dihydro-2H-isoquinolin-3-one